OCCN1N=CC(=C1)NC1=NC=C2C(=N1)N(C(N(C2)C2(CCNC1=CC=CC=C21)C)=O)C 7-[[1-(2-hydroxyethyl)pyrazol-4-yl]amino]-1-methyl-3-(4-methyl-2,3-dihydro-1H-quinolin-4-yl)-4H-pyrimido[4,5-d]pyrimidin-2-one